4-(benzo[d][1,3]dioxol-5-ylmethyl)-N4-ethyl-6-(3-methoxyphenyl)pyrimidine-2,4-diamine O1COC2=C1C=CC(=C2)CC2(NC(=NC(=C2)C2=CC(=CC=C2)OC)N)NCC